(S)-2-(1-(3,5-dichloro-1H-pyrazol-1-yl)cyclopropane-1-carboxamido)-4-(((R)-2-methoxypropyl)(4-(5,6,7,8-tetrahydro-1,8-naphthyridin-2-yl)butyl)amino)butanoic acid ClC1=NN(C(=C1)Cl)C1(CC1)C(=O)N[C@H](C(=O)O)CCN(CCCCC1=NC=2NCCCC2C=C1)C[C@@H](C)OC